5-(2,6-diazaspiro[3.3]heptan-2-ylmethyl)-2-(2,6-dioxo-3-piperidyl)isoindoline-1,3-dione C1N(CC12CNC2)CC=2C=C1C(N(C(C1=CC2)=O)C2C(NC(CC2)=O)=O)=O